COC(=O)C=1C=C(C=C(C1)C(=O)OC)B1OC(C)(C)C(C)(C)O1 3,5-dimethoxycarbonylphenylboronic acid pinacol ester